C(C)(C)(C)OC(=O)NCCOCCOCCN N-tert-Butoxycarbonyl-2,2'-ethylenedioxybis(ethylamine)